NCC(=O)NC(COCCC(=O)NCCOCCOCCO)(COCCC(=O)NCCOCCOCCO)COCCC(NCCOCCOCCO)=O 3,3'-((2-(2-aminoacetamido)-2-(14-hydroxy-5-oxo-2,9,12-trioxa-6-azatetradecyl)propane-1,3-diyl)bis(oxy))bis(N-(2-(2-(2-hydroxyethoxy)ethoxy)ethyl)propanamide)